C(C=C)(=O)N1[C@H](CN(CC1)C=1C2=C(N=C(N1)OC[C@H]1N(CCC1)C([2H])([2H])[2H])CN(CC2)C2=CN=CC1=CC=CC(=C21)[13CH3])CC#N 2-((S)-1-acryloyl-4-(2-(((S)-1-(methyl-d3)pyrrolidin-2-yl)methoxy)-7-(5-(methyl-13C)isoquinolin-4-yl)-5,6,7,8-tetrahydropyrido[3,4-d]pyrimidin-4-yl)piperazin-2-yl)acetonitrile